N-ethyl-4-amino-3,3-dimethylbutyltrimethoxysilan C(C)NCC(CC[Si](OC)(OC)OC)(C)C